4-[(3S)-3-amino-3-methylpyrrolidin-1-yl]-5-[3-(difluoromethoxy)-5-fluorophenyl]-6-methoxy-N-[(1S)-1-(pyridin-2-yl)ethyl]pyridine-3-carboxamide N[C@@]1(CN(CC1)C1=C(C=NC(=C1C1=CC(=CC(=C1)F)OC(F)F)OC)C(=O)N[C@@H](C)C1=NC=CC=C1)C